CC1CCN2C(C=CC=C12)=O 1-methyl-2,3-dihydroindolizin-5(1H)-one